2-(4-dodecyl-phenyl)[1]benzothiophene C(CCCCCCCCCCC)C1=CC=C(C=C1)C=1SC2=C(C1)C=CC=C2